C(CCCCCCCCC)NC(=O)C1NCC(C1)NCC1=CC=C(C=C1)OC N-decyl-4-{[(4-methoxyphenyl)methyl]Amino}pyrrolidine-2-carboxamide